C(#N)C=1C=CC=2C3=C(NC2C1)C(=CC(=N3)C(=O)NC3CC(C3)NC(OC)=O)NC(C)C methyl ((1R,3R)-3-(7-cyano-4-(isopropylamino)-5H-pyrido[3,2-b]indolecarboxamido)cyclobutyl)carbamate